1-(2-ethoxy-5-fluoro-4-pyridyl)-3,3-dimethyl-N-(3-methyl-1,1-dioxo-thietan-3-yl)-2-oxo-indoline-5-carboxamide C(C)OC1=NC=C(C(=C1)N1C(C(C2=CC(=CC=C12)C(=O)NC1(CS(C1)(=O)=O)C)(C)C)=O)F